(4-((5-methyl-2H-tetrazol-2-yl)(phenyl)methyl)piperidin-1-yl)methanone CC=1N=NN(N1)C(C1CCN(CC1)C=O)C1=CC=CC=C1